phenylenebis(2-carbamoyl-2-oxazoline) C1(=C(C=CC=C1)C1N=C(OC1)C(N)=O)C1N=C(OC1)C(N)=O